tert-Butyl (3S,4S)-3-[(4R)-benzyl-2-oxo-oxazolidine-3-carbonyl]-4-(thiophen-2-yl)-pyrrolidine-1-carboxylate C(C1=CC=CC=C1)[C@H]1N(C(OC1)=O)C(=O)[C@@H]1CN(C[C@H]1C=1SC=CC1)C(=O)OC(C)(C)C